C(=O)(O)CCSC(=O)SC(C(=O)O)CC(C)C#N (((2-carboxyethyl)thio)carbonylthio)-4-cyanopentanoic acid